NCC=1C(=CC(=NC1)C1=CC=C(C#N)C=C1)C1=NN(C=C1)C(F)F 4-(5-(aminomethyl)-4-(1-(difluoromethyl)-1H-pyrazol-3-yl)pyridin-2-yl)benzonitrile